4-[2-(6-hydroxy-2,7-dimethyl-indazol-5-yl)-5-oxo-pyrido[4,3-d]pyrimidin-6-yl]-2-methyl-piperidine-1-carboxylate OC=1C(=CC2=CN(N=C2C1C)C)C=1N=CC2=C(N1)C=CN(C2=O)C2CC(N(CC2)C(=O)[O-])C